2-dimethylamino-1,2,3,4,5,6-hexamethylcyclotrisilazane CN([Si]1(N([SiH](N([SiH](N1C)C)C)C)C)C)C